C1(CC1)C1=NC(=C2N1CCN(C2)C(=O)NC)C2=C1C=NC(=NC1=CC=C2)C=2C=NN(C2)C 3-cyclopropyl-N-methyl-1-(2-(1-methyl-1H-pyrazol-4-yl)quinazolin-5-yl)-5,6-dihydroimidazo[1,5-a]pyrazine-7(8H)-carboxamide